(3R,4R)-1-cyclopropylmethyl-4-{[1-(2,4-difluoro-phenyl)-1H-[1,2,3]triazole-4-carbonyl]-amino}-piperidine-3-carboxylic acid (2-methoxy-1,1-dimethyl-ethyl)-amide COCC(C)(C)NC(=O)[C@@H]1CN(CC[C@H]1NC(=O)C=1N=NN(C1)C1=C(C=C(C=C1)F)F)CC1CC1